NC(C(=O)N)C=1N=C2N(C(C1)=O)C=CN2COCC[Si](C)(C)C 2-amino-2-(5-oxo-1-((2-(trimethylsilyl)ethoxy)methyl)-1,5-dihydroimidazo[1,2-a]pyrimidin-7-yl)acetamide